10-(4-((2-(2-Ethyl-1H-benzo[d]imidazol-1-yl)-9-methyl-6-morpholino-9H-purin-8-yl)methyl)piperazin-1-yl)-N-hydroxy-10-oxodecanoamide C(C)C1=NC2=C(N1C1=NC(=C3N=C(N(C3=N1)C)CN1CCN(CC1)C(CCCCCCCCC(=O)NO)=O)N1CCOCC1)C=CC=C2